1-[4-[[Tert-butyl(diphenyl)silyl]oxymethyl]cyclohexyl]4-methylbenzenesulfonate [Si](C1=CC=CC=C1)(C1=CC=CC=C1)(C(C)(C)C)OCC1CCC(CC1)C1(CC=C(C=C1)C)S(=O)(=O)[O-]